Silicon(IV) oxide [Si](=O)=O